lithium magnesium dichloride [Cl-].[Cl-].[Mg+2].[Li+]